BrC=1C=C(C=CC1)N1C=NC=2C1=NC=C(C2)C(C)=O (3-(3-bromophenyl)-3H-imidazo[4,5-b]pyridin-6-yl)ethan-1-one